N-benzyl-N-(2-aminoethyl)-3-aminopropyltrimethoxysilane hydrogen acetate C(C)(=O)O.C(C1=CC=CC=C1)N(CCC[Si](OC)(OC)OC)CCN